3β-Acetoxy-17-(1H-benzimidazol-1-yl)-16-(((3,4-dimethoxyphenyl)amino)methyl)-androsta-5,16-diene C(C)(=O)O[C@@H]1CC2=CC[C@H]3[C@@H]4CC(=C([C@@]4(C)CC[C@@H]3[C@]2(CC1)C)N1C=NC2=C1C=CC=C2)CNC2=CC(=C(C=C2)OC)OC